ClC1=C(C=CC(=C1)F)C1CC(C(C(C1)=O)=CNCCN(C)C)=O 5-(2-chloro-4-fluorophenyl)-2-(((2-(dimethylamino)ethyl)amino)methylene)cyclohexane-1,3-dione